2-(4-bromo-2-fluorophenyl)-N-methoxy-N-methylacetamide BrC1=CC(=C(C=C1)CC(=O)N(C)OC)F